{2-[(5-fluoro-1,3-benzoxazol-2-yl)amino]-1-methyl-1H-1,3-benzodiazol-6-yl}methanol FC=1C=CC2=C(N=C(O2)NC2=NC3=C(N2C)C=C(C=C3)CO)C1